1,1-difluoro-1-iodo-2-(3-methoxyphenyl)pent-4-en-2-ol sulfate mesilate CS(=O)(=O)O.S(=O)(=O)(O)O.FC(C(CC=C)(O)C1=CC(=CC=C1)OC)(I)F